8-((4-(Difluoromethoxy)phenyl)sulfonyl)-N-((3-fluorooxetan-3-yl)methyl)-8-azabicyclo[3.2.1]octan-3-amine FC(OC1=CC=C(C=C1)S(=O)(=O)N1C2CC(CC1CC2)NCC2(COC2)F)F